CC1(O[C@@H]2[C@H](O1)[C@H](C[C@H]2N2C=CC1=C2N=C(N=C1NC)Cl)C1=CC=CC=C1)C 7-[(3aS,4R,6R,6aR)-2,2-dimethyl-6-phenyl-tetrahydro-3aH-cyclopenta[d][1,3]dioxol-4-yl]-2-chloro-N-methylpyrrolo[2,3-d]pyrimidin-4-amine